C(C)(C)(C)[Si](OCCCOC=1N(N=CC1C=1C=C2C(=CN1)NN=C2)C)(C)C tert-butyl-dimethyl-[3-[2-methyl-4-(1H-pyrazolo[3,4-c]pyridin-5-yl)pyrazol-3-yl]oxypropoxy]silane